4-((4-amino-6-(4-(hydroxymethyl)phenyl)-1,3,5-triazin-2-yl)amino)-2-methylphenol NC1=NC(=NC(=N1)C1=CC=C(C=C1)CO)NC1=CC(=C(C=C1)O)C